([1,1'-Biphenyl]-4-ylmethyl)(5-chloro-3-isopropylpyrazolo[1,5-a]pyrimidin-7-yl)carbamic acid tert-butyl ester C(C)(C)(C)OC(N(C1=CC(=NC=2N1N=CC2C(C)C)Cl)CC2=CC=C(C=C2)C2=CC=CC=C2)=O